1,2-BIS(2,5-DIETHYLFURAN-3-YL)DISULFANE C(C)C=1OC(=CC1SSC1=C(OC(=C1)CC)CC)CC